6-(4-fluorophenyl)-1-(2-(4-fluoropiperidin-1-yl)ethyl)-4-hydroxy-N-(1-(hydroxymethyl)cyclohexyl)-2-oxo-1,2-dihydro-1,8-naphthyridine-3-carboxamide FC1=CC=C(C=C1)C=1C=C2C(=C(C(N(C2=NC1)CCN1CCC(CC1)F)=O)C(=O)NC1(CCCCC1)CO)O